3-(4-(2-(5-Phenyl-1H-imidazol-2-yl)pyridin-4-yl)-1H-pyrazol-1-yl)propanoic acid trifluoroacetate salt FC(C(=O)O)(F)F.C1(=CC=CC=C1)C1=CN=C(N1)C1=NC=CC(=C1)C=1C=NN(C1)CCC(=O)O